6-Bromo-4-{4-[1-(4-fluorophenyl)propyl]piperazin-1-yl}-1-methyl-2-oxo-1,2-dihydro-1,5-naphthyridin-3-carbonitril BrC=1N=C2C(=C(C(N(C2=CC1)C)=O)C#N)N1CCN(CC1)C(CC)C1=CC=C(C=C1)F